FC1(COC1)CO (3-fluorooxetan-3-yl)methanol